CN(C)CCCCCCCCCCCC N,N-dimethyln-dodecylamine